COC(C1=C(C=C(C=C1)C1=NN(C=N1)C1=CC=C(C=C1)OC(C(F)(F)F)(F)F)OC)=O 2-methoxy-4-(1-(4-(perfluoroethoxy)phenyl)-1H-1,2,4-triazol-3-yl)benzoic acid methyl ester